1-[3-fluoro-5-(trifluoromethyl)pyridin-2-yl]piperidine-4-carboxamide FC=1C(=NC=C(C1)C(F)(F)F)N1CCC(CC1)C(=O)N